3-(4-(tert-butyl)phenyl)-1-ethoxy-7-(trifluoromethyl)isoquinoline C(C)(C)(C)C1=CC=C(C=C1)C=1N=C(C2=CC(=CC=C2C1)C(F)(F)F)OCC